3-Ethyl-2-(hydroxy-diphenyl-methyl)-6-methoxy-pyrazolo[1,5-a]pyridine-5-carboxylic acid (1-ethyl-1H-pyrazol-4-yl)-amide C(C)N1N=CC(=C1)NC(=O)C1=CC=2N(C=C1OC)N=C(C2CC)C(C2=CC=CC=C2)(C2=CC=CC=C2)O